(1R,2S,3R,4S)-3-((3,4-dichlorophenyl)carbamoyl)-7-oxabicyclo[2.2.1]heptane-2-carboxylic Acid ClC=1C=C(C=CC1Cl)NC(=O)[C@@H]1[C@@H]([C@H]2CC[C@@H]1O2)C(=O)O